C(C)OC1=NC(=CC(=C1)C1=CC(=C2C(=N1)N=C(N2)C2=CC=C(OC1CCN(CC1)CC(=O)OCC)C=C2)N(C)CC2(CCC2)COC)C(F)(F)F Ethyl [4-(4-{5-[2-ethoxy-6-(trifluoromethyl)pyridin-4-yl]-7-[{[1-(methoxymethyl)cyclobutyl]methyl}(methyl)amino]-1H-imidazo[4,5-b]pyridin-2-yl}phenoxy)piperidin-1-yl]acetate